4-[6-(2-isopropylsulfanyl-pyridin-3-yl)-naphthalen-2-yloxy]-butyric acid C(C)(C)SC1=NC=CC=C1C=1C=C2C=CC(=CC2=CC1)OCCCC(=O)O